N1CCC2(CCCCC12)C=1C=C2C(=NN=C(C2=CC1)C)C 6-(1,2,3,4,5,6,7,7a-octahydroindol-3a-yl)-1,4-dimethyl-phthalazine